1,2-diphenylethyl methacrylate C(C(=C)C)(=O)OC(CC1=CC=CC=C1)C1=CC=CC=C1